24,30-Difluoro-6-(2-fluorophenyl)-26-oxa-3,13,14,15,21,33-hexazahexacyclo[25.3.1.12,5.112,15.017,25.018,22]tritriaconta-1(31),2,4,12(32),13,17,19,22,24,27,29-undecaen-11-one FC=1C=C2NC=CC2=C2CN3N=NC(C(CCCCC(C4=CN=C(C=5C(=CC=C(OC12)C5)F)N4)C4=C(C=CC=C4)F)=O)=C3